[Pd].[Pd].C(C1=CC=CC=C1)=CC(C)=O (benzylideneacetone) dipalladium